NC=1C=C2C=CC(NC2=C2C1C(N(C2=O)CC2=CC=C(C=C2)OC)(O)C2=C(C=CC(=C2)F)Cl)=O 6-amino-7-(2-chloro-5-fluorophenyl)-7-hydroxy-8-[(4-methoxyphenyl)methyl]-2,7,8,9-tetrahydro-1H-pyrrolo[4,3-h]quinoline-2,9-dione